3-((1-fluoro-2-methylpropan-2-yl)amino-2-(4-((4-(morpholinomethyl)phenyl)ethynyl)phenyl)propyl)-5-hydroxypyrimidin-4(3H)-one FCC(C)(C)NCC(CN1C=NC=C(C1=O)O)C1=CC=C(C=C1)C#CC1=CC=C(C=C1)CN1CCOCC1